N-{4-[2-(acetamido)pyridin-4-yloxy]-3-fluorophenyl}-3-oxo-4-(4-methoxyphenyl)-3,4-dihydropyrazine-2-carboxamide C(C)(=O)NC1=NC=CC(=C1)OC1=C(C=C(C=C1)NC(=O)C1=NC=CN(C1=O)C1=CC=C(C=C1)OC)F